CN1C(C(=C(C2=CC=CC=C12)N1CCC(CC1)C=1OC2=C(N1)C=CC=C2C)C#N)=O 1-Methyl-4-[4-(7-methyl-1,3-benzoxazol-2-yl)piperidin-1-yl]-2-oxo-1,2-dihydroquinoline-3-carbonitrile